(R)-2-chloro-N-(5-chloro-6-((S)-tetrahydrofuran-2-yl)pyridin-3-yl)-8,8-dimethyl-7,8-dihydro-6H-cyclopenta[e]pyrazolo[1,5-a]pyrimidine-6-carboxamide ClC1=NN2C(N=CC3=C2C(C[C@H]3C(=O)NC=3C=NC(=C(C3)Cl)[C@H]3OCCC3)(C)C)=C1